neopentyl-zinc bromide [Br-].C(C(C)(C)C)[Zn+]